C(CCCCCCC\C=C/C\C=C/C\C=C/CC)O (9Z,12Z,15Z)-octadec-9,12,15-trien-1-ol